COC1=NC=CC(=C1N1CCC(CC1)N1C(N(C=2C(C1C)=CN(N2)C)CC2=NC=CC=C2C(F)(F)F)=O)C 5-(2'-Methoxy-4'-methyl-3,4,5,6-tetrahydro-2H-[1,3']bipyridinyl-4-yl)-2,4-dimethyl-7-(3-trifluoromethyl-pyridin-2-ylmethyl)-2,4,5,7-tetrahydro-pyrazolo[3,4-d]pyrimidin-6-one